COC1=CC=C(C=N1)C1=CN=C(N1)CNC1=NC(=NC=2N1N=CC2C(F)(F)F)SC N-{[5-(6-methoxypyridin-3-yl)-1H-imidazol-2-yl]methyl}-2-(methylsulfanyl)-8-(trifluoromethyl)pyrazolo[1,5-a][1,3,5]triazin-4-amine